C(C=C)(=O)OCCOC(NCCC)=O 2-((propylcarbamoyl)oxy)ethyl acrylate